C[C@](C=C)(CCC=C(C)C)OC(C)=O |r| Acetic acid (+-)-3,7-dimethyl-1,6-octadien-3-yl ester